carbamic acid 1-hydroxy-2,2,6,6-tetramethylpiperidin-4-yl ester ON1C(CC(CC1(C)C)OC(N)=O)(C)C